C(C)(C)(C)[Si](OCCC=O)(C)C 3-[tert-butyl-(dimethyl)silyl]oxy-propanal